Cl.COCCOC=1C=C2C(=NC=NC2=CC1)N 6-(2-methoxyethoxy)quinazolin-4-amine hydrochloride